O=C1N(C2=C(N1)C=CC(=C2)C(=O)OC)C2=CC=NC=C2 methyl 2-oxo-3-(pyridin-4-yl)-2,3-dihydro-1H-benzo[d]imidazole-5-carboxylate